2-(2-(1-(Cyclopropylsulfonyl)-1H-pyrazol-4-yl)pyrimidin-4-yl)-N4-(((1r,3r)-3-((dimethylamino)methyl)cyclobutyl)methyl)-5-(1-methyl-1H-pyrazol-3-yl)pyridine-2,4-diamine C1(CC1)S(=O)(=O)N1N=CC(=C1)C1=NC=CC(=N1)C1(NC=C(C(=C1)NCC1CC(C1)CN(C)C)C1=NN(C=C1)C)N